1-[4-[(1R,2S)-2-(cyclohexen-1-yl)-6-hydroxy-tetralin-1-yl]phenyl]piperidine-4-carbaldehyde C1(=CCCCC1)[C@@H]1[C@@H](C2=CC=C(C=C2CC1)O)C1=CC=C(C=C1)N1CCC(CC1)C=O